6-chloro-3-((4-methoxybenzyl)amino)picolinonitrile ClC1=CC=C(C(=N1)C#N)NCC1=CC=C(C=C1)OC